(S)-3-(4-(2,6-dimethylphenyl)-6-(trifluoromethyl)pyridin-2-yl)-3-((S*)-4-methyl-2-(2-oxopyridin-1(2H)-yl)pentanamido)propanoic acid CC1=C(C(=CC=C1)C)C1=CC(=NC(=C1)C(F)(F)F)[C@H](CC(=O)O)NC([C@H](CC(C)C)N1C(C=CC=C1)=O)=O |o1:25|